NC=1C=C(C(=C(C1)[C@H](C)C=1C(=NC(=CC1)N1C[C@H](N(CC1)C)C)C)F)C(F)F ((R)-1-(5-amino-3-(difluoromethyl)-2-fluorophenyl)ethyl)-6-((R)-3,4-dimethylpiperazin-1-yl)-2-methylpyridin